6-bromo-4-((6-methylpyridin-3-yl)methoxy)pyrido[2,3-d]pyrimidine BrC1=CC2=C(N=CN=C2OCC=2C=NC(=CC2)C)N=C1